4-(((1S,2S)-2-(dimethylamino)cyclohexyl)oxy)-2-fluorobenzenesulfonic acid CN([C@@H]1[C@H](CCCC1)OC1=CC(=C(C=C1)S(=O)(=O)O)F)C